3-cyano-N-(2-(propylsulfonyl)benzo[d]thiazol-6-yl)benzenesulfonamide C(#N)C=1C=C(C=CC1)S(=O)(=O)NC1=CC2=C(N=C(S2)S(=O)(=O)CCC)C=C1